C(C1CO1)N1C(=O)N(C(=O)C1CCC#N)CC1CO1 1,3-diglycidyl-5-(2-cyanoethyl)hydantoin